6-((1H-pyrrolo[2,3-b]pyridin-5-yl)methyl)-N-(3-fluoro-5-(trifluoromethyl)phenyl)-4,5,6,7-tetrahydrothieno[2,3-c]pyridin-3-carboxamid N1C=CC=2C1=NC=C(C2)CN2CC1=C(CC2)C(=CS1)C(=O)NC1=CC(=CC(=C1)C(F)(F)F)F